CS(=O)(=O)OCCCC1CCN(CC1)C(=O)OC(C)(C)C tert-Butyl 4-(3-((methylsulfonyl)oxy)propyl)piperidine-1-carboxylate